C(C#C)OCC(=O)N 2-Propan-2-ynyloxyacetamide